C(#N)C1=C(C=CC=C1)[C@@H]([C@H](C)C=1N(C(C(=C(N1)C(=O)NC=1C=NOC1)O)=O)C)C1=NC(=C(N=C1C)C)C 2-((1R,2S)-1-(2-cyanophenyl)-1-(3,5,6-trimethylpyrazin-2-yl)propan-2-yl)-5-hydroxy-N-(isoxazol-4-yl)-1-methyl-6-oxo-1,6-dihydropyrimidine-4-carboxamide